allyl n-butyl di(methyl acetate) CCC(=O)OCC=C.CCC(=O)OCCCC